C(CCCCCCCCCCCCCCCCCCC(=O)N)CCCCCCCCCCCCCCCCCC(=O)N ethylenebisoctadecaneamide